N-(3,4-difluoro-5-(3-morpholinoquinoxaline-6-carbonyl)phenyl)-3-fluorobenzamide FC=1C=C(C=C(C1F)C(=O)C=1C=C2N=C(C=NC2=CC1)N1CCOCC1)NC(C1=CC(=CC=C1)F)=O